(1S,3aR,6aS)-N-((S)-4-hydroxy-3-oxo-1-((S)-2-oxopyrrolidin-3-yl)butan-2-yl)-2-((S)-5-oxo-2-phenylpyrrolidine-2-carbonyl)octahydrocyclopenta[c]pyrrole-1-carboxamide OCC([C@H](C[C@H]1C(NCC1)=O)NC(=O)[C@H]1N(C[C@H]2[C@@H]1CCC2)C(=O)[C@@]2(NC(CC2)=O)C2=CC=CC=C2)=O